ClC1=NC=C(C(=O)N)C(=C1)NC1=C(C=CC=C1)CCC 6-chloro-4-(2-propylphenylamino)nicotinamide